2-[[6-chloro-3-[(4,4-difluorocyclohexyl)sulfamoyl]-4-quinolinyl]amino]benzoic acid ClC=1C=C2C(=C(C=NC2=CC1)S(NC1CCC(CC1)(F)F)(=O)=O)NC1=C(C(=O)O)C=CC=C1